O1CCN(CC1)C1=CC(=NC=2N1N=C(C2)C2=CC=NC=C2)N2N=CC=C(C2=O)C2=CC=CC=C2 2-(7-morpholino-2-(pyridin-4-yl)pyrazolo[1,5-a]pyrimidin-5-yl)-4-phenylpyridazin-3(2H)-one